N-(1,3-benzodioxol-5-yl)-3-(5-cyclopropyl-3-methyl-pyrazol-1-yl)-N-methyl-benzamide O1COC2=C1C=CC(=C2)N(C(C2=CC(=CC=C2)N2N=C(C=C2C2CC2)C)=O)C